O1COC2=C1C=CC(=C2)C2=NC=CC=C2 (benzo[d][1,3]dioxolan-5-yl)pyridin